C(C)OP(=O)(OCC)CNC(C(O)[C@H]1N(CCC1)C(CNC(=O)C1=CC=NC2=CC=C(C=C12)OCCCN1CCN(CC1)C(=O)OC(C)(C)C)=O)=O tert-butyl 4-(3-((4-((2-((2S)-2-(2-(((diethoxyphosphoryl)methyl)amino)-1-hydroxy-2-oxoethyl)pyrrolidin-1-yl)-2-oxoethyl)carbamoyl)quinolin-6-yl)oxy)propyl)piperazine-1-carboxylate